(R)-6-chloro-7-fluoro-2-(5-(1-fluoroethyl)-1H-1,2,4-triazol-3-yl)-5-methoxy-3-(1H-pyrazol-4-yl)-1H-indole ClC1=C(C=C2C(=C(NC2=C1F)C1=NNC(=N1)[C@@H](C)F)C=1C=NNC1)OC